BrC1=CC=C(C=C1)CC(=O)N(S(=O)(=O)CC1=CC=CC=C1)C 2-(4-bromophenyl)-N-methyl-N-toluenesulfonylacetamide